(7S)-9-(((tert-butyldimethylsilyl)oxy)methyl)-6-((2-nitrophenyl)sulfonyl)-6-azaspiro[3.5]nonane [Si](C)(C)(C(C)(C)C)OCC1CCN(CC12CCC2)S(=O)(=O)C2=C(C=CC=C2)[N+](=O)[O-]